FC=1C=C2C(C(=CN(C2=CC1N1[C@H](CCC1)COC1=NC=NC=C1)C1=C(C=C(C=C1)O)F)C(=O)O)=O (R)-6-fluoro-1-(2-fluoro-4-hydroxy-phenyl)-4-oxo-7-(2-((pyrimidin-4-yloxy)methyl)pyrrolidin-1-yl)-1,4-dihydro-quinoline-3-carboxylic acid